N[C@H](C(=O)O)CC1=CNC2=C(C=CC=C12)C1=NC=C(C=C1)CO (S)-2-amino-3-(7-(5-(hydroxymethyl)pyridin-2-yl)-1H-indol-3-yl)propanoic acid